COC(CC1CCN(CC1)C1=C(C=C(C(=C1)OC)[C@H]1[C@H](CCC2=CC(=CC=C12)OCOCCOC)C1=CC=CC=C1)F)OC 4-(2,2-dimethoxyethyl)-1-(2-fluoro-5-methoxy-4-((1S,2S)-6-((2-methoxyethoxy)methoxy)-2-phenyl-1,2,3,4-tetrahydronaphthalen-1-yl)phenyl)piperidine